(R)-3-hydroxy-1-methyl-3-(3-(6-(2-(((RS)-2,2,2-trifluoro-1-(1-methyl-1H-pyrazol-4-yl)ethyl)amino)pyrimidin-4-yl)pyridin-2-yl)isoxazol-5-yl)pyrrolidin-2-one O[C@@]1(C(N(CC1)C)=O)C1=CC(=NO1)C1=NC(=CC=C1)C1=NC(=NC=C1)N[C@@H](C(F)(F)F)C=1C=NN(C1)C |&1:26|